4-hydroxyphenyl-(2-ethyl-3-benzofuranyl) ketone OC1=CC=C(C=C1)C1=CC=CC2=C1C(=C(O2)CC)C(=O)C2=C(OC1=C2C(=CC=C1)C1=CC=C(C=C1)O)CC